N=1C=NN2C1C=C(C=C2)C2=CNC=1N=C(N=C(C12)OC)NC1CC(C1)(C(=O)N(C)C)C 3-((5-([1,2,4]triazolo[1,5-a]pyridin-7-yl)-4-methoxy-7H-pyrrolo[2,3-d]pyrimidin-2-yl)amino)-N,N,1-trimethylcyclobutane-1-carboxamide